1-(4-(tert-butyl)phenyl)-6-oxo-1,6-dihydropyridazine-4-carboxylic acid C(C)(C)(C)C1=CC=C(C=C1)N1N=CC(=CC1=O)C(=O)O